(2S,4R)-1-[(2S)-2-[3-(2-bromo-3-fluorophenyl)propanamido]-3,3-dimethylbutanoyl]-4-hydroxy-N-{[4-(4-methyl-1,3-thiazol-5-yl)phenyl]methyl}pyrrolidine-2-carboxamide BrC1=C(C=CC=C1F)CCC(=O)N[C@H](C(=O)N1[C@@H](C[C@H](C1)O)C(=O)NCC1=CC=C(C=C1)C1=C(N=CS1)C)C(C)(C)C